Butyl-5-((2-(4-(N-(2-(dinonylamino)ethyl)-N-nonylglycyl)piperazin-1-yl)-2-oxoethyl)(nonyl)amino)pentanoate C(CCC)OC(CCCCN(CCCCCCCCC)CC(=O)N1CCN(CC1)C(CN(CCCCCCCCC)CCN(CCCCCCCCC)CCCCCCCCC)=O)=O